[(2R,3S,7S)-3-tert-butyl-7-(6-tert-butyl-5-methyl-pyrrolo[2,3-b]pyrazin-3-yl)azepan-2-yl]methanol C(C)(C)(C)[C@H]1[C@@H](N[C@@H](CCC1)C1=CN=C2C(=N1)N(C(=C2)C(C)(C)C)C)CO